1,5-Pentanediol Diacetate C(C)(=O)OCCCCCOC(C)=O